C(C1=CC=CC=C1)(C1=CC=CC=C1)(C1=CC=CC=C1)COC1=CC=C(C=O)C=C1 4-(trityl-methoxy)-benzaldehyde